6-(hydroxymethyl)-2,2-dimethyltetrahydrofurano[3,4-d][1,3]dioxole OCC1OCC2C1OC(O2)(C)C